C(C(C)C)NC1=NC(=NC(=N1)NC1=CC=NC=C1)C1=CC=CC=C1 N2-isobutyl-6-phenyl-N4-(pyridin-4-yl)-1,3,5-triazine-2,4-diamine